4-(2-furyl)-6-[(1-phenyl-cyclopentyl)methylamino]pyrimidine-5-carbonitrile O1C(=CC=C1)C1=NC=NC(=C1C#N)NCC1(CCCC1)C1=CC=CC=C1